[(3aR,7aS)-5-[1-(2,2-difluoroethyl)-1H-pyrazolo[3,4-b]pyrazin-6-yl]-octahydro-1H-pyrrolo[3,4-c]pyridin-2-yl]-6-(trifluoromethyl)pyridine FC(CN1N=CC=2C1=NC(=CN2)N2C[C@H]1[C@H](CC2)CN(C1)C1=NC(=CC=C1)C(F)(F)F)F